BrC=1C(=C(C(=C(C=O)C1)F)F)O 5-bromo-2,3-difluoro-4-hydroxy-benzaldehyde